C(C)OC=1C=C(N(N1)C)O 5-ethoxy-2-methyl-pyrazol-3-ol